C(N)(=O)C=1C(=C(C(=C2C=C(NC12)C)C1=CCCN(C1)C(=O)OC(C)(C)C)F)F tert-butyl 5-(7-carbamoyl-5,6-difluoro-2-methyl-1H-indol-4-yl)-3,6-dihydropyridine-1(2H)-carboxylate